ClCC1=C(C=NC=C1F)C1C(NC(CC1)=O)=O 3-(4-(Chloromethyl)-5-fluoropyridin-3-yl)piperidine-2,6-dione